C(C)(C)(C)NS(=O)(=O)C1=CC=C(C=C1)NC([C@H](CC1CCN(CC1)C)NC(C1=NC=C(C=C1)F)=O)=O (S)-N-(1-((4-(N-(tert-butyl)sulfamoyl)phenyl)amino)-3-(1-methylpiperidin-4-yl)-1-oxopropan-2-yl)-5-fluoropicolinamide